FC1=C(C=C(C=C1)NC=C1C(OC(OC1=O)(C)C)=O)OC (((4-fluoro-3-methoxyphenyl)amino)methylene)-2,2-dimethyl-1,3-dioxane-4,6-dione